2-{[(2-amino-6-{[(5-methyl-1,3,4-oxadiazol-2-yl) amino] methyl} phenyl) carbamoylthio] amino}-2-(3-chloro-4-fluorophenyl)-propyl 2,2-dimethylpropionate CC(C(=O)OCC(C)(C1=CC(=C(C=C1)F)Cl)NSC(NC1=C(C=CC=C1CNC=1OC(=NN1)C)N)=O)(C)C